O1C=CC(C=C1)=O 4-pyrone